BrC1=CC2=CN(N=C2C=C1OC)[C@@H]1CCC(OC1)CO [(5R)-5-(5-bromo-6-methoxy-indazol-2-yl)tetrahydropyran-2-yl]methanol